FC(C(C(C(C(C(C(C(C(C(CCCC)(F)F)(F)F)(F)F)(F)F)(F)F)(F)F)(F)F)(F)F)(F)F)(F)F 1,1,1,2,2,3,3,4,4,5,5,6,6,7,7,8,8,9,9,10,10-henicosafluorotetradecane